5-(3-isopropyl-2-(2-methylpyridin-4-yl)-1H-indol-5-yl)-1,3,4-oxadiazole C(C)(C)C1=C(NC2=CC=C(C=C12)C1=NN=CO1)C1=CC(=NC=C1)C